COC1=CC=C(CN(C=2C=3N(C=C(N2)C=2C=C(C#N)C=CC2)N=C(N3)C(C3=NC=CC=C3)O)CC3=CC=C(C=C3)OC)C=C1 3-(8-(bis(4-methoxybenzyl)amino)-2-(hydroxy(pyridin-2-yl)methyl)-[1,2,4]triazolo[1,5-a]pyrazin-6-yl)benzonitrile